C(CCCCCCC\C=C/C\C=C\C)CC(=O)O.C(C)(=O)OCCCCCCCCC=CC=CCC tetradec-9,11-dien-1-yl acetate (9Z,12E)-tetradec-9,12-dien-1-yl-acetate